FC(OC1=CC=C(OC2=CC=C(C(=O)NC3=CC(=NC=C3)C(=O)OC)C=C2)C=C1)(F)F Methyl 4-(4-(4-(trifluoromethoxy)phenoxy)benzamido)picolinate